biphenyl-4,4'-dicarboxylic acid dibromide C1(=CC=C(C=C1)C(=O)Br)C1=CC=C(C=C1)C(=O)Br